FC(OC1=CC(=C(C=C1)C1(CC1)C(=O)O)F)F 1-[4-(difluoromethoxy)-2-fluorophenyl]cyclopropane-1-carboxylic acid